amino-3-hydroxymethyl-3-cephem-4-carboxylic acid NC1S[C@H]2N(C(=C1CO)C(=O)O)C(C2)=O